The molecule is a tricarboxylic acid anion obtained by deprotonation of the three carboxy groups as well as the 5-hydroxy group of pyrroloquinoline quinol; major microspecies at pH 7.3 (according to Marvin v 6.2.0.). It is a conjugate base of a pyrroloquinoline quinol and a pyrroloquinoline quinol(3-). C1=C(NC2=C(C(=C3C=C(N=C3C2=C1C(=O)[O-])C(=O)O)[O-])[O-])C(=O)[O-]